O=C1NC(CCC1N1C(C2=CC=CC(=C2C1)OCCCCN1CCN(CC1)C1=CC=C(C(=O)N2CCC(CC2)CCCCNC(\C=C\C=2C=NC=CC2)=O)C=C1)=O)=O (E)-N-(4-(1-(4-(4-(4-((2-(2,6-dioxopiperidin-3-yl)-1-oxoisoindolin-4-yl)oxy)butyl)piperazin-1-yl)benzoyl)piperidin-4-yl)butyl)-3-(pyridin-3-yl)acrylamide